2,3,4,5-tetrahydro-1H-benzo[c]azepin-4-ol C1NCC(CC2=C1C=CC=C2)O